(R/S)-6-(3-(2-bromophenyl)piperazin-1-yl)-N4-cyclopropylpyrimidine-2,4-diamine BrC1=C(C=CC=C1)[C@@H]1CN(CCN1)C1=CC(=NC(=N1)N)NC1CC1 |r|